COC1=C(C(=CC(=C1)C1=CN=C2N1C=CC(=C2)OCC=2C=NC(=CC2)C)OC)C=2OC(=NN2)CC 2-[2,6-dimethoxy-4-[7-[(6-methyl-3-pyridinyl)methoxy]imidazo[1,2-a]pyridin-3-yl]phenyl]-5-ethyl-1,3,4-oxadiazole